C1(=CC=CC=C1)OC(=O)N1CC2=CC(=C(C=C2CC1)C=1N(C(=C(C1)C(N(CCCC)CCCC)=O)C)C)C(=O)N1CC2=CC=CC=C2C[C@H]1CO 6-[4-(dibutylcarbamoyl)-1,5-dimethyl-1H-pyrrol-2-yl]-7-{[(3S)-3-(hydroxymethyl)-3,4-dihydroisoquinolin-2(1H)-yl]carbonyl}-3,4-dihydroisoquinolin-2(1H)-carboxylic acid phenyl ester